C(C)OC(=O)C=1C=NC2=CC(=C(N=C2C1Cl)OC)C 4-chloro-6-methoxy-7-methyl-1,5-naphthyridine-3-carboxylic acid ethyl ester